1-(6-bromo-4-(tert-butyl)pyridin-2-yl)ethan-1-one BrC1=CC(=CC(=N1)C(C)=O)C(C)(C)C